NC(CN1C(C(=CC=C1)C1=NN(C(=C1)NCC=1SC(=CC1)Cl)C(=O)C1=COC=C1)=O)(C)C 1-(2-amino-2-methylpropyl)-3-(5-{[(5-chlorothiophen-2-yl)methyl]amino}-1-(furan-3-carbonyl)-1H-pyrazol-3-yl)-1,2-dihydropyridin-2-one